C(C)OC(=O)C=1C=NN(C1)CCl (chloromethyl)-1H-pyrazole-4-carboxylic acid ethyl ester